C1(CC1)C1=NN(C(=C1C(F)(F)F)C(=O)NC1=CC(=NC=C1)S(=O)(=O)C)CC1CCC(CC1)(F)F 3-cyclopropyl-1-((4,4-difluorocyclohexyl)methyl)-N-(2-(methylsulfonyl)pyridin-4-yl)-4-(trifluoromethyl)-1H-pyrazole-5-carboxamide